3,4-dichloro-1-phenyl-1H-pyrrole-2,5-dione ClC=1C(N(C(C1Cl)=O)C1=CC=CC=C1)=O